barium methylbenzoate COC(C1=CC=CC=C1)=O.[Ba]